(4R)-2-(sec-butyl)-4-methyl-2,3,4,6,7,8-hexahydro-5H-chromen-5-one C(C)(CC)C1OC=2CCCC(C2[C@@H](C1)C)=O